CN(CC(COC1=C(C#N)C=CC=N1)(C)C)C (3-(dimethylamino)-2,2-dimethylpropoxy)nicotinonitrile